CC=1C=C(C=NC1N1CCC(CC1)NC)CC1=CN=C2C(=NC(=NN21)NC(C)CCC)N 7-((5-Methyl-6-(4-(methylamino)piperidin-1-yl)pyridin-3-yl)methyl)-N2-(pentan-2-yl)imidazo-[2,1-f][1,2,4]triazin-2,4-diamin